heptyn C#CCCCCC